CN1C(=NC2=C1C=C(C=C2)[N+](=O)[O-])C=2OC(=CC2)C2=CC=CC=C2 methyl-6-nitro-2-(5-phenylfuran-2-yl)-1H-benzo[d]imidazole